4-((E)-(4-hydroxyphenylimino)methyl)-2-methoxyphenyl cinnamate C(C=CC1=CC=CC=C1)(=O)OC1=C(C=C(C=C1)/C=N/C1=CC=C(C=C1)O)OC